C1(=CC=CC=C1)N1C2CC(CC1CC2)N 8-phenyl-8-azabicyclo[3.2.1]octane-3-amine